3-(9-((4-(aminomethyl)-2-methylphenyl)carbamoyl)-4,5-dihydrobenzo[b]thieno[2,3-d]oxepin-8-yl)-6-((1-methylcyclopentyl)carbamoyl)picolinic acid NCC1=CC(=C(C=C1)NC(=O)C1=CC2=C(OCCC3=C2SC=C3)C=C1C=1C(=NC(=CC1)C(NC1(CCCC1)C)=O)C(=O)O)C